CC1(OC=2C(=NC(=CC2)C=2C(=CC(=NC2)NC(C)=O)NC2=NC(=CC(=C2)[C@@H]2COCCC2)S(=O)(=O)C)OC1)C (R)-N-(5-(2,2-dimethyl-2,3-dihydro-[1,4]dioxino[2,3-b]pyridin-6-yl)-4-((6-(methylsulfonyl)-4-(tetrahydro-2H-pyran-3-yl)pyridin-2-yl)amino)pyridin-2-yl)acetamide